2-chlorophenyl glycidyl ether C(C1CO1)OC1=C(C=CC=C1)Cl